FC=1C=C2C(=C(/C(/C2=CC1)=C/C1=CC=C(C2=CC=CC=C12)C)C)CC(=O)O 2-[(1Z)-5-fluoro-2-methyl-1-[(4-methylnaphthalen-1-yl)methylene]-1H-inden-3-yl]acetic acid